(S)-2-(2,5-difluoro-4-(6-((5-((1-methylcyclopropyl)ethynyl)-1,3,4-thiadiazol-2-yl)methoxy)pyridin-2-yl)benzyl)-1-(oxetan-2-ylmethyl)-1H-benzo[d]imidazole-6-carboxylic acid FC1=C(CC2=NC3=C(N2C[C@H]2OCC2)C=C(C=C3)C(=O)O)C=C(C(=C1)C1=NC(=CC=C1)OCC=1SC(=NN1)C#CC1(CC1)C)F